C1(=CC=CC=C1)C1=CN=C2C=C3C(NC=4C=CC=CC34)=CN21 3-phenyl-6H-imidazo[1',2':1,6]Pyrido[3,4-b]Indole